O.O.P(=O)(O)([O-])[O-].[Ca+2] calcium hydrogen phosphate, dihydrate